6-[4-(4-Oxo-3H-quinazolin-2-yl)piperazine-1-carbonyl]-2-phenyl-1,3-benzoxazole-4-carbonitrile O=C1NC(=NC2=CC=CC=C12)N1CCN(CC1)C(=O)C=1C=C2C(N=C(O2)C2=CC=CC=C2)=C(C1)C#N